di(4-methoxyphenyl)methylamine COC1=CC=C(C=C1)C(C1=CC=C(C=C1)OC)N